C(#N)C(C)(C)C=1C=C(C(=O)NC2=C(C=C(C(=C2)C=2C=NC3=CC(=NC=C3C2)NC)C)F)C=CC1 3-(2-cyanopropan-2-yl)-N-(2-fluoro-4-methyl-5-(7-(methylamino)-1,6-naphthyridin-3-yl)phenyl)benzamide